Methyl (R)-3-(6-(5-chloro-2-(((1R*,2R*)-4,4-difluoro-2-hydroxycyclohexyl)amino)pyrimidin-4-yl)-4-fluoro-1-isopropyl-1H-benzo[d]imidazol-2-yl)pyrrolidine-1-carboxylate ClC=1C(=NC(=NC1)N[C@H]1[C@@H](CC(CC1)(F)F)O)C=1C=C(C2=C(N(C(=N2)[C@H]2CN(CC2)C(=O)OC)C(C)C)C1)F |o1:8,9|